(R)-6-(4-fluoro-3-isopropyl-5-(2-methyl-4-(tetrahydro-2H-pyran-4-yl)piperazin-1-yl)-1H-pyrrolo[2,3-c]pyridin-2-yl)-7,8-dimethyl-[1,2,4]triazolo[1,5-a]pyridine FC1=C2C(=CN=C1N1[C@@H](CN(CC1)C1CCOCC1)C)NC(=C2C(C)C)C=2C(=C(C=1N(C2)N=CN1)C)C